C(/C(=C\\C=C(\\C(=O)O)/O)/C(=O)O)C(=O)O The molecule is a 5-hydroxypenta-2,4-diene-1,2,5-tricarboxylic acid in which the double bond geometry is specified as (2E,4Z). It is a conjugate acid of a (2E,4Z)-5-hydroxypenta-2,4-diene-1,2,5-tricarboxylate(3-).